N1=CC=CC=2N=CC=C3N(C21)C=CN=C3 pyrazino[1,2-d]pyrido[3,2-b][1,4]diazepine